CC(=CC(=O)O)C.C(C)OC1=C(O)C=CC(=C1)C(C)(C)C1=CC=C(C=C1)O ethoxybisphenol A di(methyl)acrylate